C(C)(CC)O[Al](OC(C)CC)OC(C)CC tri(sec-butoxy)aluminum